NC([C@@](CO)(C)NC(=O)C1=C(OC2=C1C=C(C=C2)SCC2=NC=CC=C2)C)=O (S)-N-(1-amino-3-hydroxy-2-methyl-1-oxopropan-2-yl)-2-methyl-5-((pyridin-2-ylmethyl)thio)benzofuran-3-carboxamide